5,7-dichloro-3-(cyclohex-1-en-1-yl)-6-(4-methoxyphenyl)-2-(pyridin-2-yl)pyrazolo[1,5-a]pyrimidine ClC1=NC=2N(C(=C1C1=CC=C(C=C1)OC)Cl)N=C(C2C2=CCCCC2)C2=NC=CC=C2